C(CC)OC1=C(C=CC(=C1)N)C1=C(C(=C(N)C=C1)C)OCCC 2,2'-dipropyloxy-3'-methylbenzidine